2-[(3,3-difluorocyclohexyl)methyl]-N-(3-methylsulfonylphenyl)-4-(trifluoromethyl)pyrazole FC1(CC(CCC1)CN1N(C=C(C1)C(F)(F)F)C1=CC(=CC=C1)S(=O)(=O)C)F